BrC1=CC(=C(CNC(=O)C=2N(C3=CC=C(C=C3C2)NC(C2=C(C=CC(=C2)CNC(C(C)C)=O)Cl)=O)C)C=C1)F N-(4-bromo-2-fluorobenzyl)-5-(2-chloro-5-(isobutyrylaminomethyl)benzoylamino)-1-methyl-1H-indole-2-carboxamide